C1(=CC=C(C=C1)C1NC2=CC=CC=C2C(N1)=O)C 2-(4-tolyl)-2,3-dihydroquinazolin-4(1H)-one